FC=1C=C(N2N=C(N=CC21)N[C@H]2[C@@H](COCC2)O)C2=NC=C(C=C2)C(=C)C(F)(F)F (3S,4R)-4-({5-fluoro-7-[5-(3,3,3-trifluoroprop-1-en-2-yl)pyridin-2-yl]pyrrolo[2,1-f][1,2,4]triazin-2-yl}amino)oxan-3-ol